8-amino-N-(cyclohexylmethyl)-6-fluoro-4-oxo-chromene-2-carboxamide NC=1C=C(C=C2C(C=C(OC12)C(=O)NCC1CCCCC1)=O)F